Thiazol-4-ylmethyl 4-((4-(2-(methyl((1-methyl-1H-indazol-5-yl)methyl)amino)ethyl)phenyl)carbamoyl)-3-(4-oxo-4H-chromene-2-carboxamido)benzoate CN(CCC1=CC=C(C=C1)NC(=O)C1=C(C=C(C(=O)OCC=2N=CSC2)C=C1)NC(=O)C=1OC2=CC=CC=C2C(C1)=O)CC=1C=C2C=NN(C2=CC1)C